ClC=1C=C(C=C(C1)S(=O)(=O)C)NC(=O)C=1SC=C(C1)C(=O)NC1=CC=CC=C1 N2-(3-chloro-5-(methylsulfonyl)phenyl)-N4-phenylthiophene-2,4-dicarboxamide